NC/C=C/C=1C=CC2=C(N=C(S2)CNC(=O)C2(CC3=CC=CC=C3C2)CC(=O)O)C1 2-[2-[[5-[(E)-3-aminoprop-1-enyl]-1,3-benzothiazol-2-yl]methylcarbamoyl]indan-2-yl]acetic acid